[Si](C)(C)(C(C)(C)C)OC(C)(C)C1=CC=C(C=N1)COC1=NN=C(S1)NC(=O)C=1C=NC(=CC1C1=C(C=CC=C1OC)F)C N-(5-((6-(2-((tert-butyldimethylsilyl)oxy)propan-2-yl)pyridin-3-yl)methoxy)-1,3,4-thiadiazol-2-yl)-4-(2-fluoro-6-methoxyphenyl)-6-methylpyridine-3-carboxamide